(2R,3R)-2-[4-[cyclopentyl-(pyrido[3,2-d]pyrimidin-4-yl)amino]phenyl]-N-[4-methyl-3-(trifluoromethyl)phenyl]piperidine-3-carboxamide C1(CCCC1)N(C1=CC=C(C=C1)[C@@H]1NCCC[C@H]1C(=O)NC1=CC(=C(C=C1)C)C(F)(F)F)C=1C2=C(N=CN1)C=CC=N2